C1(CC1)C(=O)N1[C@H]([C@@H]([C@@H](C1)O)O)C#C Cyclopropyl((2S,3S,4R)-2-ethynyl-3,4-dihydroxypyrrolidin-1-yl)methanone